C1(CCC1)C1=CC=C2C=C(C(NC2=C1)=O)C(=O)O 7-cyclobutyl-2-oxo-1,2-dihydroquinoline-3-carboxylic acid